CN1N=CC(=C1)N1N=CC2=CC(=CC=C12)N1[C@H]([C@@H](CC1=O)NC(C(C)(F)F)=O)C1=CC=CC=C1 N-(trans-1-(1-(1-methyl-1H-pyrazol-4-yl)-1H-indazol-5-yl)-5-oxo-2-phenylpyrrolidin-3-yl)-2,2-difluoropropanamide